1-(3,4-dichlorobenzyl)-3,7-dimethyl-3,7-dihydro-1H-purine-2,6-dione ClC=1C=C(CN2C(N(C=3N=CN(C3C2=O)C)C)=O)C=CC1Cl